CN1N=C(C=C1)[C@H]1[C@@H](C1)C1=NN=C(S1)N 5-((1r,2r)-2-(1-methyl-1H-pyrazol-3-yl)cyclopropyl)-1,3,4-thiadiazol-2-amine